C(C1=CC=CC=C1)NC([C@@H](C)NC(CCCCl)=O)=O (R,S)-N-(1-(benzylamino)-1-oxopropan-2-yl)-4-chlorobutanamide